FC1(C(CNCC1)CO)F (4,4-difluoro-3-piperidinyl)methanol